C1(=C(C=CC=C1)OCCOC(C=C)=O)C1=CC=CC=C1 2-Propenoic acid 2-([1,1'-biphenyl]-2-yloxy)ethyl ester